CS(=O)(=O)N1CC(C1)C(=O)N[C@H](C(=O)N[C@H](C(=O)O)CC1=CC=C(C=C1)OC)C (2S)-2-[(2S)-2-[(1-methylsulfonylazetidin-3-yl)formamido]propionamido]-3-(4-methoxyphenyl)propanoic acid